ethyl 4-iodo-1-(pyridin-3-yl)-1H-pyrazole-3-carboxylate IC=1C(=NN(C1)C=1C=NC=CC1)C(=O)OCC